CNCCN1CCN(CC1)C(=O)OC(C)(C)C tert-Butyl 4-(2-(methylamino)ethyl)piperazine-1-carboxylate